ON1N=NC2=C1C(=C(C(=C2Cl)Cl)Cl)Cl 1-hydroxy-4,5,6,7-tetrachlorobenzotriazol